BrC1=CC=C(C=C(C(=O)OC(C)C)C#N)C=C1 isopropyl 4-bromo-α-cyanocinnamate